N-((3S,4S)-3-((6-(2,6-difluoro-3,5-dimethoxyphenyl)-8-((1-methylpyrrolidin-3-yl)amino)pyrido[3,4-d]pyrimidin-2-yl)amino)tetrahydro-2H-pyran-4-yl)acrylamide FC1=C(C(=C(C=C1OC)OC)F)C1=CC2=C(N=C(N=C2)N[C@@H]2COCC[C@@H]2NC(C=C)=O)C(=N1)NC1CN(CC1)C